methyl (S)-2-(2-cyanoacetamido)-3-hydroxypropionate C(#N)CC(=O)N[C@H](C(=O)OC)CO